N1C=C(C2=CC=CC=C12)CC(CCCC)NC(=O)C1=CC2=C(S1)C=C(C=C2)N2CCC(CC2)(C)O N-(1-(1H-indol-3-yl)hexan-2-yl)-6-(4-hydroxy-4-methylpiperidin-1-yl)benzo[b]thiophene-2-Carboxamide